C(C1=CC=CC=C1)N1CC2NCCCC2C1 6-benzyl-octahydropyrrolo[3,4-b]pyridine